C(=C)OCCOCCOC vinyl-3,6-dioxaheptyl ether